C(C1=CC=CC=C1)OC1=C(C=C(C=C1)OCC1=CC=CC=C1)[N+](=O)[O-] 1,4-bis(benzyloxy)-2-nitrobenzene